4-(Naphthalen-1-yl)-3,7-Diphenyl-1,10-phenanthroline C1(=CC=CC2=CC=CC=C12)C1=C(C=NC2=C3N=CC=C(C3=CC=C12)C1=CC=CC=C1)C1=CC=CC=C1